3-hydroxy-1,5-diazacyclooctane OC1CNCCCNC1